C(#N)CC(=O)N1[C@H](CCC1)CNC(=O)N 1-[[(2R)-1-(2-cyanoacetyl)pyrrolidin-2-yl]methyl]urea